C(C1=CC=CC=C1)OC(=O)NC(C(N[C@H](C(NCCC(=O)OC(C)(C)C)=O)CCCCNC(=O)OCC(Cl)(Cl)Cl)=O)C(C(N[C@H](C(NCCC(=O)OC(C)(C)C)=O)CCCCNC(=O)OCC(Cl)(Cl)Cl)=O)NC(=O)OCC1=CC=CC=C1 di-tert-butyl (6S,13S)-9,10-bis(((benzyloxy) carbonyl) amino)-5,8,11,14-tetraoxo-6,13-bis(4-(((2,2,2-trichloroethoxy) carbonyl) amino) butyl)-4,7,12,15-tetraazaoctadecanedioate